CN(CCOC1=C(SC2=C1C=NC=C2)C(=O)N)C 3-(2-(dimethylamino)ethoxy)thieno[3,2-c]pyridine-2-carboxamide